tert-Butyl (3R)-3-[tert-butoxycarbonyl-[2-(5-fluoro-3-pyridyl)-8-[1-(methoxy methyl)vinyl]pyrazolo[1,5-a][1,3,5]triazin-4-yl]amino]-1,2,3,4-tetrahydrocarbazole-9-carboxylate C(C)(C)(C)OC(=O)N([C@@H]1CCC=2N(C3=CC=CC=C3C2C1)C(=O)OC(C)(C)C)C1=NC(=NC=2N1N=CC2C(=C)COC)C=2C=NC=C(C2)F